COC(CNC([C@@H](CO)NC(OCC1=CC=CC=C1)=O)=O)OC benzyl (R)-(1-((2,2-dimethoxy-ethyl)amino)-3-hydroxy-1-oxopropan-2-yl)carbamate